tetrabromo-3H-xanthen-3-one BrC1=C2OC3=C(C(C(=C(C3=CC2=CC=C1)Br)Br)=O)Br